C1(CC1)OC1=CC(=NC(=N1)C(C)(F)F)NC1=CC(=NC=C1OC(F)(F)F)NC(C)=O N-(4-((6-cyclopropoxy-2-(1,1-difluoroethyl)pyrimidin-4-yl)amino)-5-(trifluoromethoxy)pyridin-2-yl)acetamide